n-docosyl ether C(CCCCCCCCCCCCCCCCCCCCC)OCCCCCCCCCCCCCCCCCCCCCC